P(=O)(OC1=C2C(=CNC2=CC=C1)C[C@@H]1N(CCC1)C)(O)O (R)-3-((1-methylpyrrolidin-2-yl)methyl)-1H-indol-4-yl dihydrogen phosphate